CC1=C(CNC(=O)C=2C=C3C(=NC2)NC=C3)C=C(C=C1)C(NC1=CC(=CC(=C1)C(F)(F)F)CN1CCN(CC1)C)=O N-(2-methyl-5-((3-((4-methylpiperazin-1-yl)methyl)-5-(trifluoromethyl)phenyl)carbamoyl)benzyl)-1H-pyrrolo[2,3-b]pyridine-5-carboxamide